5-(tert-butyl)-N-(2-(difluoromethyl)-4-(6-morpholinopyrrolo[2,1-f][1,2,4]triazin-4-yl)benzyl)-1,3,4-oxadiazole-2-carboxamide C(C)(C)(C)C1=NN=C(O1)C(=O)NCC1=C(C=C(C=C1)C1=NC=NN2C1=CC(=C2)N2CCOCC2)C(F)F